5-(3-(1-ethylcyclohexyloxycarbonyl)phenyl)-bicyclo[2.2.1]Hept-2-ene C(C)C1(CCCCC1)OC(=O)C=1C=C(C=CC1)C1C2C=CC(C1)C2